FC(C(=O)N1CC(C1)N1C(N(C2=NC=CC(=C21)N2CC1(CNC1)CC2)C=2C=NC(=CC2)C(F)(F)F)=O)=C 1-[1-(2-fluoroacryloyl)azetidin-3-yl]-3-[6-(trifluoromethyl)pyridin-3-yl]-7-(2,6-diazaspiro[3.4]oct-6-yl)-2,3-dihydro-1H-imidazo[4,5-b]pyridin-2-one